C(CN)CNCCS The molecule is an alkanethiol that is the N-3-aminopropyl derivative of cysteamine. Used as the S-phosphorylated prodrug, amifostine, for cytoprotection in cancer chemotherapy and radiotherapy. It has a role as a radiation protective agent, an antioxidant and a drug metabolite. It is a diamine and an alkanethiol. It derives from a cysteamine.